tert-butyl (2R,4R)-3,3-difluoro-2-(hydroxymethyl)-4-{(methanesulfonyl) [(4-methoxyphenyl)methyl]amino}pyrrolidine-1-carboxylate FC1([C@H](N(C[C@H]1N(CC1=CC=C(C=C1)OC)S(=O)(=O)C)C(=O)OC(C)(C)C)CO)F